6-(4-(2-cyclopropoxyethoxy)pyrrolo[2,1-f][1,2,4]triazin-5-yl)-1-cyclopropyl-2-methylimidazo[4,5-b]pyridine C1(CC1)OCCOC1=NC=NN2C1=C(C=C2)C=2C=C1C(=NC2)N=C(N1C1CC1)C